ClC1=CC(=NC(=C1)N(C(C)C)CC)C(=O)NC=1C(=C(C(=O)O)C=CC1)C (4-Chloro-6-(ethyl(isopropyl)amino)picolinamido)2-methylbenzoic acid